C(CCC)[P](CC)(CC)CCCC dibutyldiethylphosphorus